OCCN(C(=O)C=1N=C(NC1)[C@H]1N(C[C@@H](C1)O)C(C(C(C)C)C1=CC(=NO1)OC)=O)CC1=CC=C(C=C1)C1=C(N=CS1)C N-(2-hydroxyethyl)-2-[(2S,4R)-4-hydroxy-1-[2-(3-methoxy-1,2-oxazol-5-yl)-3-methylbutyryl]pyrrolidin-2-yl]-N-[[4-(4-methyl-1,3-thiazol-5-yl)phenyl]methyl]-1H-imidazole-4-carboxamide